FC(C1=CC=C(C=C1)C1=NC2=C(N1)C=CC(=C2)N)(F)F 2-(4-(trifluoromethyl)phenyl)-1H-benzo[d]imidazol-5-amine